(4R)-3,3-difluoro-4-[[2-methyl-5-[[2-(trifluoromethyl)-3-pyridinyl]methoxy]furo[2,3-c]pyridine-3-carbonyl]amino]piperidine-1-carboxylic acid tert-butyl ester C(C)(C)(C)OC(=O)N1CC([C@@H](CC1)NC(=O)C1=C(OC2=CN=C(C=C21)OCC=2C(=NC=CC2)C(F)(F)F)C)(F)F